C1=CC=C2C=C3C(=CC2=C1)C=CC(=O)C3=O anthracenedione